7-bromo-6-chloro-5-((3S)-2-((2,2-difluoroethyl)amino)-3-((tetrahydro-2H-pyran-2-yl)oxy)butoxy)-8-fluoro-2-(((2R,7aS)-2-fluorotetrahydro-1H-pyrrolizin-7a(5H)-yl)methoxy)quinazolin-4-ol BrC1=C(C(=C2C(=NC(=NC2=C1F)OC[C@]12CCCN2C[C@@H](C1)F)O)OCC([C@H](C)OC1OCCCC1)NCC(F)F)Cl